C(C1=CC=CC=C1)OC[C@H](CNC([C@@H](C)Cl)=O)O (2R)-N-[(2S)-3-benzyloxy-2-hydroxy-propyl]-2-chloro-propionamide